FC1=C(C=CC(=C1)C(C(F)(F)F)(F)F)CNC 1-[2-Fluoro-4-(1,1,2,2,2-pentafluoroethyl)phenyl]-N-methyl-methanamine